(3-(2-((trans-2-(aminomethyl)cyclopentyl)amino)-5-(trifluoromethyl)pyrimidin-4-yl)-1H-indol-7-yl)dimethylphosphine oxide NC[C@H]1[C@@H](CCC1)NC1=NC=C(C(=N1)C1=CNC2=C(C=CC=C12)P(C)(C)=O)C(F)(F)F